sodium silicate tert-Butyl-N-[[5-[[2-(2-adamantyl)acetyl]amino]-1H-benzimidazol-2-yl]methyl]-N-methylcarbamate C(C)(C)(C)OC(N(C)CC1=NC2=C(N1)C=CC(=C2)NC(CC2C1CC3CC(CC2C3)C1)=O)=O.[Si]([O-])([O-])([O-])[O-].[Na+].[Na+].[Na+].[Na+]